ethyl 2-(4-(6-(3-(2-hydroxyphenyl) cinnolin-7-yl)-2,6-diazaspiro[3.3]heptan-2-yl)-1H-1,2,3-triazol-1-yl)-3-methylbutanoate OC1=C(C=CC=C1)C=1N=NC2=CC(=CC=C2C1)N1CC2(CN(C2)C=2N=NN(C2)C(C(=O)OCC)C(C)C)C1